C(C)(C)C1=NC=CC=C1B1OC(C(O1)(C)C)(C)C Isopropyl-3-(4,4,5,5-tetramethyl-1,3,2-dioxaborolan-2-yl)pyridine